(2-((1H-pyrrolo[3,2-b]pyridin-3-yl)methyl)-4-amino-7-(pyrimidin-4-yl)pyrazolo[1,5-a]pyrazin-6-yl)benzonitrile N1C=C(C2=NC=CC=C21)CC2=NN1C(C(=NC(=C1C1=NC=NC=C1)C1=C(C#N)C=CC=C1)N)=C2